C(C)(=O)N1CC(C1)C(C)(O)C1=CC(=C2[C@](N(C(C2=C1)=O)CC1=NC=C(C=C1)Cl)(OC)C1=CC=C(C=C1)Cl)F (3R)-6-[1-(1-Acetylazetidin-3-yl)-1-hydroxyethyl]-3-(4-chlorophenyl)-2-[(5-chloropyridin-2-yl)methyl]-4-fluoro-3-methoxy-2,3-dihydro-1H-isoindol-1-one